C(C1CCC(CC1)N=C=O)C1CCC(CC1)N=C=O 1,1'-Methylenbis(4-isocyanato-cyclohexan)